1,3-bis(3,5-dimethyl-4-aminophenyl)adamantane CC=1C=C(C=C(C1N)C)C12CC3(CC(CC(C1)C3)C2)C2=CC(=C(C(=C2)C)N)C